CC1=C(C=2N(C=C1C1=C(C=3N=C(SC3N1)C(=O)NCC1CNCCO1)C(C)C)N=CN2)C 5-(7,8-dimethyl-[1,2,4]triazolo[1,5-a]pyridin-6-yl)-6-isopropyl-N-(morpholin-2-ylmethyl)-4H-pyrrolo[3,2-d]thiazole-2-carboxamide